C(C=C)(=O)N1C(CN(CC1)C1=NC=NC2=CC(=C(C=C12)C1=CC=C(C=C1)Cl)Cl)C(=O)N 1-acryloyl-4-(7-chloro-6-(4-chlorophenyl)quinazolin-4-yl)piperazine-2-carboxamide